C(C)(C)(C)OC(=O)N(C(OC(C)(C)C)=O)C=1C2=C(N=CN1)N(C=C2C2=CC=C(C1=NON=C12)NC(=O)NC1=NOC(=C1)C1(CC1)C(F)(F)F)C1CC1 tert-butyl (tert-butoxycarbonyl)(7-cyclopropyl-5-(7-(3-(5-(1-(trifluoromethyl)cyclopropyl)isoxazol-3-yl)ureido)benzo[c][1,2,5]oxadiazol-4-yl)-7H-pyrrolo[2,3-d]pyrimidin-4-yl)carbamate